C(CCCCCCCCCCCCCCC(=O)O)C(=O)O 1,15-Pentadecanedicarboxylic acid